N-(3-(5-amino-1H-pyrazol-4-yl)phenyl)-4-fluoro-7-methyl-1H-indole NC1=C(C=NN1)C=1C=C(C=CC1)N1C=CC2=C(C=CC(=C12)C)F